5-[2,6-dichloro-4-[6-(difluoromethyl)-3,5-dioxo-1,2,4-triazin-2-yl]phenoxy]-2-hydroxy-N-(thietan-3-yl)benzenesulfonamide ClC1=C(OC=2C=CC(=C(C2)S(=O)(=O)NC2CSC2)O)C(=CC(=C1)N1N=C(C(NC1=O)=O)C(F)F)Cl